C(C)O[Si](OCC)(OCC)CNC1=NC(=NC(=N1)N)N N-triethoxysilylmethyl-[1,3,5]triazin-2,4,6-triamine